N-methyl-3-phenyl-3-[(benzo[d][1,3]dioxolane-4-yl)oxy]propylamine hydrochloride Cl.CNCCC(OC1=CC=CC=2OCOC21)C2=CC=CC=C2